C(C1=CC=CC=C1)OC(=O)NNC(=O)OCC1=CC=CC=C1 hydrazine-1,2-dicarboxylic acid dibenzyl ester